C[C@@H]1C=2N(CCN1C(=O)C1=CC=C3C(=CNC3=C1)C(F)(F)F)C(=NN2)C2=NC(=NS2)C (R)-(8-methyl-3-(3-methyl-1,2,4-thiadiazol-5-yl)-5,6-dihydro-[1,2,4]triazolo[4,3-a]pyrazin-7(8H)-yl)(3-(trifluoromethyl)-1H-indol-6-yl)methanone